N=1C=C(N2C1C=CC=C2)C=2OC1=C(C=C(C=C1C(C2)=O)C)C(C)NC2=C(C(=O)OC(C)(C)C)C=CC=C2 tert-Butyl 2-[1-(2-imidazo[1,2-a]pyridin-3-yl-6-methyl-4-oxo-chromen-8-yl)ethylamino]benzoate